4-((2,6-dimethoxybenzyl)amino)-2-((1-methyl-1H-pyrazol-4-yl)amino)pyrimidin-5-carboxamide COC1=C(CNC2=NC(=NC=C2C(=O)N)NC=2C=NN(C2)C)C(=CC=C1)OC